C[Si](CCOC=1N=C(NC1)C(C)O)(C)C 1-((2-(trimethylsilyl)ethoxy)imidazol-2-yl)ethanol